(R)-1-phenylethane-1,2-diol C1(=CC=CC=C1)[C@H](CO)O